C(C)(=O)N1CCN(CC1)C=1N=C(NC(C1Cl)=O)C1=CC=NC=C1 4-(4-acetylpiperazin-1-yl)-5-chloro-2-(4-pyridinyl)-1H-pyrimidin-6-one